(1R)-6-chloro-N-(3-{8-ethyl-2-[(1-methylpiperidin-4-yl)amino]quinazolin-6-yl}-2,4-difluorophenyl)-1-hydroxy-2,3-dihydro-1H-indene-4-sulfonamide ClC=1C=C(C=2CC[C@H](C2C1)O)S(=O)(=O)NC1=C(C(=C(C=C1)F)C=1C=C2C=NC(=NC2=C(C1)CC)NC1CCN(CC1)C)F